FC(C1=CN=C(S1)[C@@H](CC)NC(=O)C=1C=C(N2C1COCC2)C(=O)N2[C@H](CCC2)C)(F)F 6-((S)-2-methyl-pyrrolidine-1-carbonyl)-3,4-dihydro-1H-pyrrolo[2,1-c][1,4]oxazine-8-carboxylic acid [(R)-1-(5-trifluoromethyl-thiazol-2-yl)-propyl]-amide